N1C=CC=2N1C=1C(=CN2)N=CC1 pyrazolo[1,5-a]pyrrolo[2,3-e]pyrimidine